FC(COCCOCCOCC(F)F)F 2-(2-(2-(2,2-difluoroethoxy)ethoxy)ethoxy)-1,1-difluoroethane